S(=O)(=O)(ON1[C@@H]2CC[C@H](N(C1=O)C2)C(N[C@@H]2CN(CCC2)C)=N)O (2S,5R)-2-(N-((S)-1-Methylpiperidin-3-yl) carbamimidoyl)-7-oxo-1,6-diazabicyclo[3.2.1]octan-6-yl hydrogen sulfate